(5S)-2-[5-(difluoromethyl)thiophen-3-yl]-5-phenyl-2,5,6,7-tetrahydro-3H-pyrrolo[2,1-c][1,2,4]triazol-3-one FC(C1=CC(=CS1)N1N=C2N(C1=O)[C@@H](CC2)C2=CC=CC=C2)F